N'-(2-chloro-4-(4-cyanobenzyl)-5-methylphenyl)-N-ethyl-N-methylformamidine ClC1=C(C=C(C(=C1)CC1=CC=C(C=C1)C#N)C)N=CN(C)CC